N-(4-formylphenyl)-N-methyl-sulfonamide C(=O)C1=CC=C(C=C1)N(S(=O)=O)C